C1=C(C=CC2=CC3=CC=CC=C3C=C12)C(=O)OC(=O)C1=CC2=CC3=CC=CC=C3C=C2C=C1 anthracene-2-carboxylic anhydride